tetra-n-propoxyhafnium(IV) C(CC)O[Hf](OCCC)(OCCC)OCCC